ClC1=NC2=C(C=CC=C2C(=C1C#N)Cl)OC 2,4-dichloro-8-methoxyquinoline-3-carbonitrile